3-methyl-5-(3'-methylbiphenyl-2-yloxy)-3H-imidazo[4,5-b]pyridine CN1C=NC=2C1=NC(=CC2)OC2=C(C=CC=C2)C2=CC(=CC=C2)C